cyclopentanediyl-bis(2,6-di-t-butylphenyl) phosphite P1(OC2=C(C(=CC=C2C(C)(C)C)C2(CCCC2)C=2C(=C(C(=CC2)C(C)(C)C)O1)C(C)(C)C)C(C)(C)C)[O-]